tert-butyl (3S)-4-amino-3-hydroxybutanoate NC[C@H](CC(=O)OC(C)(C)C)O